C(C)O[Si](CCCCCCCCCCC=O)(OCC)OCC 11-triethoxysilylundecanaldehyde